N-cyclopropyl-N-(3-nitrophenyl)methylamine C1(CC1)N(C1=CC(=CC=C1)[N+](=O)[O-])C